CN(C(CC)CC)C 3-(dimethylamino)pentane